N1=C(N=CC=C1)C(C)=O 1-Pyrimidin-2-yl-ethanone